Dimethyl 4-allyl-5-hydroxyisophthalate C(C=C)C1=C(C=C(C(=O)OC)C=C1O)C(=O)OC